N-(((1r,4R)-4-aminocyclohexyl)methyl)-6-((2S,6R)-2,6-dimethylmorpholino)-2-ethylpyridin-3-amine NC1CCC(CC1)CNC=1C(=NC(=CC1)N1C[C@@H](O[C@@H](C1)C)C)CC